C(C)(C)(C)OC(NC12CCC(CC1)(CC2)CN2N=C1C(CNCC1)=C2)=O (4-((4,5,6,7-tetrahydro-2H-pyrazolo[4,3-C]pyridin-2-yl)methyl)bicyclo[2.2.2]oct-1-yl)carbamic t-butyl ester